(P)-6-amino-2-(difluoromethyl)-3-(3-fluoro-2-pyridyl)-7-(3-hydroxy-2,6-dimethyl-phenyl)benzimidazole-5-carboxamide NC=1C(=CC2=C(N=C(N2C2=NC=CC=C2F)C(F)F)C1C1=C(C(=CC=C1C)O)C)C(=O)N